ethyl 2-fluoro-2-(3-methoxy-2-methyl-phenyl)acetate FC(C(=O)OCC)C1=C(C(=CC=C1)OC)C